5,7-dichloroindolone ClC1=CC2=CC(N=C2C(=C1)Cl)=O